3-methylcyclohexyl alcohol CC1CC(CCC1)O